benzyl (2-(2-((3-(2-(2,6-dioxopiperidin-3-yl)-1,3-dioxoisoindolin-4-yl) prop-2-yn-1-yl)oxy)ethoxy)ethyl)carbamate O=C1NC(CCC1N1C(C2=CC=CC(=C2C1=O)C#CCOCCOCCNC(OCC1=CC=CC=C1)=O)=O)=O